BrC=1C=C(C=CC1)C1(CC(C1)C)C(=O)OC Methyl 1-(3-bromophenyl)-3-methylcyclobutane-1-carboxylate